C1(=CC=CC=C1)O\C(\NC=1C=NC=CC1)=N/C#N.C(C)C=1C=CC(=NC1)N(C1=CC=C(C=N1)C1CN(C1)C(=O)N1C[C@H](CC1)C1=CN=NN1)C [3-[6-[(5-ethyl-2-pyridinyl)-methyl-amino]-3-pyridinyl]azetidin-1-yl]-[(3S)-3-(1H-triazol-5-yl)pyrrolidin-1-yl]methanone phenyl-(Z)-N'-cyano-N-(pyridin-3-yl)carbamimidate